OCCOCN1C(=O)NC(=O)C(C)=C1SC1=CC=CC=C1 (1-((2-Hydroxyethoxy)methyl)-6-(phenylthio)thymine)